CC1=CCC(CC1)C(CC1OCC(O1)CCC(=O)C1=CC=CC=C1)C 3-(2-(2-(4-methyl-cyclohex-3-en-1-yl)propyl)-1,3-dioxolan-4-yl)-1-phenylpropan-1-one